(R)-3-(1-(2-Chloro-4-fluorophenyl)ethyl)-5,6,7,8-tetrahydropyrido[4',3':4,5]thieno[2,3-d]pyrimidin-4(3H)-one ClC1=C(C=CC(=C1)F)[C@@H](C)N1C=NC2=C(C1=O)C1=C(S2)CNCC1